tert-Butyl (S)-6-diazo-2-((S)-3-(1-methyl-1H-indol-3-yl)-2-(quinuclidine-4-carboxamido)propanamido)-5-oxohexanoate [N+](=[N-])=CC(CC[C@@H](C(=O)OC(C)(C)C)NC([C@H](CC1=CN(C2=CC=CC=C12)C)NC(=O)C12CCN(CC1)CC2)=O)=O